3-(5-amino-2-(2-bromobenzyl)-[1,2,4]triazolo[1,5-c]pyrimidin-7-yl)benzonitrile NC1=NC(=CC=2N1N=C(N2)CC2=C(C=CC=C2)Br)C=2C=C(C#N)C=CC2